C(C)(=O)OI(C1=CC=CC=C1)OC(C)=O [acetoxy(phenyl)-λ3-iodanyl] acetate